OC1=CC(NC2=CC=NC=C12)=O 4-Hydroxy-1,6-naphthyridin-2(1H)-one